N-((6-((4-chlorophenyl)amino)-5-methyl-2-morpholinopyrimidin-4-yl)methyl)-5-methylisoxazole-3-carboxamide ClC1=CC=C(C=C1)NC1=C(C(=NC(=N1)N1CCOCC1)CNC(=O)C1=NOC(=C1)C)C